O=C1N(C(C2=CC(=CC=C12)C=1N=NNC1)=O)C=1C=C(C=CC1S(=O)(=O)N)C1=CC=CC=C1 3-(1,3-dioxo-5-(1H-1,2,3-triazol-4-yl)isoindolin-2-yl)biphenyl-4-sulfonamide